(2S,4S)-4-methyl-1-[N-(methylsulfonyl)-L-valyl]-N-{(2S)-1-oxo-3-[(3S)-2-oxopyrrolidin-3-yl]-1-[4-(trifluoromethyl)-1,3-benzoxazol-2-yl]propan-2-yl}piperidine-2-carboxamide C[C@@H]1C[C@H](N(CC1)C([C@@H](NS(=O)(=O)C)C(C)C)=O)C(=O)N[C@H](C(C=1OC2=C(N1)C(=CC=C2)C(F)(F)F)=O)C[C@H]2C(NCC2)=O